CN(CCCCCCCCCC)C N,N-dimethyldecane-1-amine